3-(1-(trans-4-(4-(trifluoromethyl)benzyloxy)pyrrolidin-3-yl)-1H-1,2,3-triazol-4-yl)benzonitrile FC(C1=CC=C(CO[C@H]2[C@@H](CNC2)N2N=NC(=C2)C=2C=C(C#N)C=CC2)C=C1)(F)F